CN1C(C(=C(C2=CC=CC=C12)N1CCC(CCC1)C1=CC=C(C=C1)OC(C)C)C#N)=O 1-methyl-2-oxo-4-[4-{4-[(propan-2-yl)oxy]phenyl}azepan-1-yl]-1,2-dihydroquinoline-3-carbonitrile